CC1=CC=C(C=C1)S(=O)(=O)O.ClC1=CC(=C(C=C1)C1(OC2=C(O1)C=CC=C2C2CCNCC2)C)F 4-{2-(4-chloro-2-fluorophenyl)-2-methyl-1,3-benzodioxol-4-yl}piperidine, p-toluenesulfonate salt